ClSN chloro-sulfenamide